1,4-bis(2-ethylhexyl)-2,5-dioxo-1,2,4,5-tetrahydropyrrolo[3,2-b]pyrrole C(C)C(CN1C=2C(=CC1=O)N(C(C2)=O)CC(CCCC)CC)CCCC